COCC(C)C methyl-isobutylether